C1=CC=CC=2C3=CC=CC=C3N(C12)C1=C(C=C(C=C1C#N)C#N)C1=CC=CC=C1 (9H-carbazol-9-yl)biphenyl-3,5-dicarbonitrile